OCCN1CCN(CC1)CCNC=C1CCC(CC1)C1=CN=C2N1C=CN=C2N2CCOCC2 2-(((2-(4-(2-hydroxyethyl)piperazin-1-yl)ethyl)amino)methylene)-5-(8-morpholinoimidazo[1,2-a]pyrazin-3-yl)cyclohexane